OC1(C2(CCC2)CCO1)CC#N 2-(5-hydroxy-6-oxaspiro[3.4]octan-5-yl)acetonitrile